fluoro-4-(trifluoromethyl)benzoic acid FC1=C(C(=O)O)C=CC(=C1)C(F)(F)F